CC1=C(C(=C2C(=C(C(C2=C1)C1CCCC2=CC=CC=C12)C)C)C)C Pentamethyltetrahydronaphthylindene